N-cyclohexyl-2,6-dihydroxy-N,3'-dimethyl-4-pentyl-[1,1'-biphenyl]-3-carboxamide C1(CCCCC1)N(C(=O)C=1C(=C(C(=CC1CCCCC)O)C1=CC(=CC=C1)C)O)C